methyl 2-bromo-5-(6-fluorobenzo[d]oxazol-2-yl)isonicotinate BrC=1C=C(C(=O)OC)C(=CN1)C=1OC2=C(N1)C=CC(=C2)F